ClC1=NC(=CC(=C1)[C@@](C(C1=NN=CN1C)(F)F)(C)F)Cl (R)-2,6-dichloro-4-(1,1,2-trifluoro-1-(4-methyl-4H-1,2,4-triazol-3-yl)propan-2-yl)pyridine